2-(azaindol-2-yl)benzimidazole N1C(=NC2=CC=CC=C12)C=1NC2=C(N1)C=CC=C2